C1(=CC=CC=C1)N(C1=CC=C(C=C1)N(C=1C=C(C=CC1)C)C1=CC=CC=C1)C=1C=C(C=CC1)C N1,N4-di-phenyl-N1,N4-di-m-tolylbenzene-1,4-diamine